C(C1=CC=CC=C1)(C1=CC=CC=C1)NC(C[C@H]1N(C(CC1)=O)CC1=C(C(=CC=C1)F)F)=O N-benzhydryl-2-[(2S)-1-[(2,3-difluorophenyl)methyl]-5-oxopyrrolidin-2-yl]acetamid